(-)-Carvacrol C1=C(O)C(C)=CC=C1C(C)C